4-(2'-Cyano-[1,1'-biphenyl]-4-yl)-N-(2-ethynylthiazol-4-yl)piperazine-1-carboxamide C(#N)C1=C(C=CC=C1)C1=CC=C(C=C1)N1CCN(CC1)C(=O)NC=1N=C(SC1)C#C